C1=CC(=C(C=C1SSC2=CC(=C(C=C2)[N+](=O)[O-])C(=O)O)C(=O)O)[N+](=O)[O-] The molecule is an organic disulfide that results from the formal oxidative dimerisation of 2-nitro-5-thiobenzoic acid. An indicator used to quantify the number or concentration of thiol groups. It has a role as an indicator. It is a nitrobenzoic acid and an organic disulfide.